ClC1=C(N=C(NC1=O)C1=C(N=CS1)C)N1C[C@@H](NCC1)C(F)(F)F 5-chloro-2-(4-methylthiazol-5-yl)-4-[(3R)-3-(trifluoromethyl)piperazin-1-yl]-1H-pyrimidin-6-one